(R)-1-CYANO-N,N-BIS(4-METHOXYBENZYL)HEPT-6-ENE-3-SULFONAMIDE C(#N)CC[C@@H](CCC=C)S(=O)(=O)N(CC1=CC=C(C=C1)OC)CC1=CC=C(C=C1)OC